C1(=CC(=CC=C1)C(=O)O)C(=O)O.ClC=1C=C(N)C=C(C1)CCOCCOCCOCCOCCOCCOCCOCCOCC(OC)OC 3-chloro-5-[2-[2-[2-[2-[2-[2-[2-[2-(2,2-dimethoxyethoxy)ethoxy]ethoxy]ethoxy]ethoxy]ethoxy]ethoxy]ethoxy]ethyl]aniline benzene-1,3-dicarboxylate